C(#N)C(C)(C)C1=CC(=NC=C1)NC(=O)C1=CN=NC(=C1)C=1C=NC2=CC(=NC=C2C1)N(C)CC1=CC=C(C=C1)OC N-(4-(2-cyanopropan-2-yl)pyridin-2-yl)-6-(7-((4-methoxybenzyl)(methyl)amino)-1,6-naphthyridin-3-yl)pyridazine-4-carboxamide